NN1C=NC(=C2N3C(N=C12)N(C(N3C)=O)CCN3CCN(CC3)C3=CC=C(C=C3)C(C)(C)O)C=3SC=CN3 5-amino-3-[2-[4-[4-(1-hydroxy-1-methyl-ethyl)phenyl]piperazin-1-yl]ethyl]-1-methyl-8-thiazol-2-yl-[1,2,4]triazolo[5,1-f]purin-2-one